FC(C(=O)O)(F)F.FC(C(=O)O)(F)F.CC(C(=O)N)(CN1CC2(C1)CC(C2)N[C@H]2[C@@H](C2)/C(=C/C2=CC=CC=C2)/CC)C 2,2-dimethyl-3-(6-(((1R,2S)-2-((E)-1-phenylbut-1-en-2-yl)cyclopropyl)amino)-2-azaspiro[3.3]heptan-2-yl)propanamide bis(2,2,2-trifluoroacetate)